C1(CC1)NC1CCN(CC1)C1=C(C#N)C(=CC=C1)C1=CC2=C(OCCO2)C=C1 2-(4-(cyclopropylamino)piperidin-1-yl)-6-(2,3-dihydrobenzo[b][1,4]dioxin-6-yl)benzonitrile